2-[morpholin-2-yl]-4H-pyrazol N1CC(OCC1)N1N=CCC1